1-(3-aminopropyl)-1,3-propanediamine NCCCC(CCN)N